BrC=1C(=NC=C(C1)Br)OC[C@H](CC)NC(OC(C)(C)C)=O tert-butyl (S)-(1-((3,5-dibromopyridin-2-yl)oxy)butan-2-yl)carbamate